aluminum sulfate chloride sulfate S(=O)(=O)([O-])[O-].[Cl-].S(=O)(=O)(O)O.[Al+3]